ClC1=CC=C(C(=N1)C(=O)O)N[C@H](C)C=1C=C(C=C2C(N(C(=NC12)C=1N=C(OC1C)C)C)=O)C (R)-6-chloro-3-((1-(2-(2,5-dimethyloxazol-4-yl)-3,6-dimethyl-4-oxo-3,4-dihydroquinazolin-8-yl)ethyl)amino)picolinic acid